2-(2'-(pyrrolidin-1-yl)-[2,4'-bipyridyl]-3'-yl)-1-((2-(trimethylsilyl)ethoxy)methyl)-1H-benzo[d]imidazole N1(CCCC1)C1=NC=CC(=C1C1=NC2=C(N1COCC[Si](C)(C)C)C=CC=C2)C2=NC=CC=C2